N(N)C([NH3+])=N hydrazine-1-carboximidamidium